N-(2,6-Dimethyl-5,6,7,8-tetrahydro-1,6-naphthyridin-3-yl)-8-(2-methoxyphenyl)quinazoline-2-amine CC1=NC=2CCN(CC2C=C1NC1=NC2=C(C=CC=C2C=N1)C1=C(C=CC=C1)OC)C